N-Cbz-acetamidooctanoate C(=O)(OCC1=CC=CC=C1)N(C(C)=O)C(C(=O)[O-])CCCCCC